4-[5-chloro-2-(2-fluoro-4-pyridinyl)-6-oxo-1H-pyrimidin-4-yl]piperidine-1-carboxylic acid tert-butyl ester C(C)(C)(C)OC(=O)N1CCC(CC1)C=1N=C(NC(C1Cl)=O)C1=CC(=NC=C1)F